OC[C@@H]1CN(C=2C(=C3CN(C(C3=CC2)=O)[C@@H]2C(NC(CC2)=O)=O)O1)C (S)-3-((S)-2-(hydroxymethyl)-4-methyl-7-oxo-3,4,7,9-tetrahydro-[1,4]oxazino[2,3-e]isoindol-8(2H)-yl)piperidine-2,6-dione